ClC1=CC=C(C=C1)C=1NC2=C(C=C(C=C2C1)C(=O)O)C=1N=CN(C1)C 2-(4-chlorophenyl)-7-(1-methyl-1H-imidazol-4-yl)-1H-indole-5-carboxylic acid